FC=1C=C(C=C2CCN(CC12)C1CC2(C1)COCCC2)C(=O)NO 8-fluoro-N-hydroxy-2-((2r,4s)-6-oxaspiro[3.5]nonan-2-yl)-1,2,3,4-tetrahydroisoquinoline-6-carboxamide